C(C)OC([C@H](NC([C@@H](NC(CN)=O)C)=O)CCC(=O)OCC)=O glycyl-L-alanyl-D-glutamic acid diethyl ester